ClC=1C(=NC=C(C1)OCC)CN1N=C2C3=C(CCC2=C1)OC(=C3C)C(=O)O 2-[(3-chloro-5-ethoxypyridin-2-yl)methyl]-8-methyl-4,5-dihydro-2H-furo[2,3-g]indazole-7-carboxylic acid